C(CC)C(C(=O)OCCOCCOCCOCCOCCOC(C(CCCCC)CCC)=O)CCCCC pentaethylene glycol bis(2-propylheptanoate)